N-[(1S)-5-[2-(2-aminopyridin-3-yl)-5-(pyrazol-1-yl)imidazo[4,5-b]pyridin-3-yl]-2,3-dihydro-1H-inden-1-yl]-2-(but-2-ynamidomethyl)benzamide NC1=NC=CC=C1C1=NC=2C(=NC(=CC2)N2N=CC=C2)N1C=1C=C2CC[C@@H](C2=CC1)NC(C1=C(C=CC=C1)CNC(C#CC)=O)=O